C1(=CC=C(C=C1)NC(C1=CC=CC=C1)=O)C N-(p-tolyl)benzamide